C[N+]1(CCN(CC1)C1=NC=CC(=C1)C(NC=1N=CC2=CC=C(C=C2C1)C=1C=NN(C1)C)=O)[O-] 1-Methyl-4-(4-((6-(1-methyl-1H-pyrazol-4-yl)isoquinolin-3-yl)carbamoyl)pyridin-2-yl)piperazine 1-oxide